4'-fluoro-5'-hydroxy-1'H-spiro[cyclobutane-1,3'-indol]-2'-one FC1=C2C3(C(NC2=CC=C1O)=O)CCC3